1'-methyl-1'H-[1,3'-bipyrazole]-5'-carboxamide CN1N=C(C=C1C(=O)N)N1N=CC=C1